(S)-5,7-Difluoro-1-(4-(3-phenylmorpholino)phenyl)-1H-benzo[d][1,2,3]triazol-6-ol FC1=CC2=C(N(N=N2)C2=CC=C(C=C2)N2[C@H](COCC2)C2=CC=CC=C2)C(=C1O)F